tert-butyl ((((2R,3S,5R)-5-(6-amino-2-fluoro-9H-purin-9-yl)-2-(((tert-butyldiphenylsilyl)oxy)methyl)-2-ethynyltetrahydrofuran-3-yl)oxy)carbonyl)glycinate NC1=C2N=CN(C2=NC(=N1)F)[C@H]1C[C@@H]([C@@](O1)(C#C)CO[Si](C1=CC=CC=C1)(C1=CC=CC=C1)C(C)(C)C)OC(=O)NCC(=O)OC(C)(C)C